(S)-(4-fluoro-phenyl)-(3-[3-(4-fluoro-phenyl)-[1,2,4]-oxadiazol-5-yl]piperidin-1-yl)methanone FC1=CC=C(C=C1)C(=O)N1C[C@H](CCC1)C1=NC(=NO1)C1=CC=C(C=C1)F